C(C)OCCNC(=O)C=1C=C2C(=NC1)N(C(=N2)NC=2SC1=C(N2)C=CC(=C1)OC(F)(F)F)C 3-Methyl-2-(6-trifluoromethoxy-benzothiazol-2-ylamino)-3H-imidazo[4,5-b]pyridine-6-carboxylic acid (2-ethoxy-ethyl)-amide